3-(α-acetonylbenzyl)-4-hydroxycoumarin sodium salt [Na].C(C(=O)C)C(C1=CC=CC=C1)C=1C(OC2=CC=CC=C2C1O)=O